FC1CC2[C@H]3CCCN3C3CCC4NCNC(N[C@@H](CCOC2CC1)C)C4N3 (6R,16R)-9-fluoro-16-methyl-13-oxa-2,17,19,21,25-pentaazapentacyclo[16.6.2.02,6.07,12.022,26]hexacosane